C(CCC)NC(=O)NC1CCC2(CC3(C(N(C4=NC=CN=C43)COCC[Si](C)(C)C)=O)C2)CC1 1-Butyl-3-(6''-oxo-5''-((2-(trimethylsilyl)ethoxy)methyl)-5'',6''-dihydrodispiro[cyclohexane-1,1'-cyclobutane-3',7''-pyrrolo[2,3-b]pyrazin]-4-yl)urea